(R)-4-(3-(3-aminobutan-2-ylidene)azetidin-1-yl)-6-fluoro-N-methyl-2-((2-methylpyrimidin-5-yl)oxy)-9H-pyrimido[4,5-b]indol-8-amine N[C@@H](C(C)=C1CN(C1)C1=NC(=NC=2NC3=C(C=C(C=C3C21)F)NC)OC=2C=NC(=NC2)C)C